3-(3,4-difluorobenzyl)quinoxaline-2,3-diamine FC=1C=C(CC2(C(N=C3C=CC=CC3=N2)N)N)C=CC1F